zinc titanium tetrachloride lithium aluminum hydride [AlH4-].[Li+].[Ti](Cl)(Cl)(Cl)Cl.[Zn+2].[AlH4-].[AlH4-]